3-(2-(5-(4-fluorobenzylidene)-3-(4-n-butylphenyl)-4-oxothiazolidin-2-ylidene)hydrazono)-5-fluoro-1H-indol-2-one FC1=CC=C(C=C2C(N(C(S2)=NN=C2C(NC3=CC=C(C=C23)F)=O)C2=CC=C(C=C2)CCCC)=O)C=C1